3-bromo-5-(2-chloro-5-fluorobenzoyl)-6-fluoro-1H-indazole-4-carbonitrile BrC1=NNC=2C=C(C(=C(C12)C#N)C(C1=C(C=CC(=C1)F)Cl)=O)F